1,2,4,5-tetraethoxycyclononane C(C)OC1C(CC(C(CCCC1)OCC)OCC)OCC